methyl 1-(3-(1-bromo-8-((2-((tert-butyldiphenylsilyl)oxy) ethyl)sulfonyl)-3,7,7-trimethyl-2-oxooctan-3-yl)benzyl)cyclopropane-1-carboxylate BrCC(C(CCCC(CS(=O)(=O)CCO[Si](C1=CC=CC=C1)(C1=CC=CC=C1)C(C)(C)C)(C)C)(C)C=1C=C(CC2(CC2)C(=O)OC)C=CC1)=O